FC(C(C1=CC=C(C=C1)F)N1N=C(C(=C1)C1=CN=CC(=N1)C=1C=C(C=2N(C1)N=C(N2)N)F)F)(C)F 6-(6-(1-(2,2-difluoro-1-(4-fluorophenyl)propyl)-3-fluoro-1H-pyrazol-4-yl)pyrazin-2-yl)-8-fluoro-[1,2,4]triazolo[1,5-a]pyridin-2-amine